C(C)C1=C(C(=C2C(=N1)CC=1C=CC=CC12)C1=C(C=CC=C1)OC)CC (R)-2,3-diethyl-4-(2-methoxyphenyl)-9H-indeno[2,1-b]pyridine